3-chloro-6-hydroxy-5-((2E,4E)-5-((1R,2R,3E,6R)-3-(hydroxyimino)-1,2,6-trimethylcyclohexyl)-3-methylpenta-2,4-dien-1-yl)-4-methoxy-2-methylbenzaldehyde ClC=1C(=C(C=O)C(=C(C1OC)C\C=C(\C=C\[C@@]1([C@H](/C(/CC[C@H]1C)=N/O)C)C)/C)O)C